B([O-])([O-])[O-].OCC(CO)(COCC(CO)(CO)CO)CO.[Li+].[Li+].[Li+] lithium dipentaerythritol borate salt